NC1=CC=CC=C1.[Al] aluminum aniline